C(CC=C)C1(NCNC(C1)=O)CC 4-(but-3-en-1-yl)-4-ethyl-6-oxotetrahydropyrimidin